3-ethynyl-4-methyl-N-(3-((4-methyl-piperazin-1-yl)methyl)-5-(trifluoromethyl)phenyl)benzamide C(#C)C=1C=C(C(=O)NC2=CC(=CC(=C2)C(F)(F)F)CN2CCN(CC2)C)C=CC1C